(7-(5-(trifluoromethyl)pyridin-2-yl)-5,6,7,8-tetrahydro-[1,2,4]triazolo[1,5-a]pyrazin-2-yl)methanol FC(C=1C=CC(=NC1)N1CC=2N(CC1)N=C(N2)CO)(F)F